NC1=C2C(=NN1C(=O)[C@H]1CCNC3=C(C=CC=C13)C)COCC2 |o1:8| (S*)-(3-amino-4,5-dihydropyrano[3,4-c]pyrazol-2(7H)-yl)(8-methyl-1,2,3,4-tetrahydroquinolin-4-yl)methanone